[Zn].ClC=1C=C(CNC2=NC(=NC3=CC=C(C=C23)C=2C(=NOC2C)C)C(=O)NC2=CC(=NC(=C2)C)C)C=CC1 ((3-chlorobenzyl)amino)-6-(3,5-dimethylisoxazol-4-yl)-N-(2,6-dimethylPyridin-4-yl)quinazoline-2-carboxamide zinc